N1(C=CC2=CC=CC=C12)C=1C=C(C=CC1)C(CC(=O)NC1=C(C=C(C(=C1)C(F)(F)F)C)NC(OC(C)(C)C)=O)=O tert-butyl (2-(3-(3-(1H-indol-1-yl)phenyl)-3-oxopropanamido)-5-methyl-4-(trifluoromethyl)phenyl)carbamate